[5-amino-4-(7-chloro-1,3-benzodioxol-5-yl)-1-(1-methylpyrazol-3-yl)pyrazol-3-yl] cyclopropanesulfonate C1(CC1)S(=O)(=O)OC1=NN(C(=C1C1=CC2=C(OCO2)C(=C1)Cl)N)C1=NN(C=C1)C